2-Bromo-7,7-dimethyl-4,5,6,7-tetrahydropyrazolo[1,5-a]pyrimidine BrC1=NN2C(NCCC2(C)C)=C1